2-[(2S)-2-{[(2S)-1-(4-fluorobenzoyl)pyrrolidin-2-yl]formamido}-3-(6-methoxy-1,3-benzothiazol-2-yl)propanamido]-4-methylpentanamide FC1=CC=C(C(=O)N2[C@@H](CCC2)C(=O)N[C@H](C(=O)NC(C(=O)N)CC(C)C)CC=2SC3=C(N2)C=CC(=C3)OC)C=C1